Methyl 5-fluoro-2-((4-oxopyrido[4,3-d]pyrimidin-3(4H)-yl)methyl)benzofuran-7-carboxylate FC=1C=C(C2=C(C=C(O2)CN2C=NC3=C(C2=O)C=NC=C3)C1)C(=O)OC